FC1(CCN(CC1)C1=NC(=CC(=N1)C=1N=CNC1)C)F 2-(4,4-difluoropiperidin-1-yl)-4-(1H-imidazol-4-yl)-6-methylpyrimidine